N-(1-methylpropyl)glycine CC(CC)NCC(=O)O